COC(CC(C1=CC=CC=C1)NC1(CNCC1)C)=O 3-((3-Methylpyrrolidin-3-yl)amino)-3-phenylpropionic acid methyl ester